ClCCC(O)C1=CC(=CC=C1)F 3-chloro-1-(3-fluorophenyl)propan-1-ol